ethyl-[(methacryloyloxy)ethyl]dimethylammonium ethylsulfate C(C)OS(=O)(=O)[O-].C(C)[N+](C)(C)CCOC(C(=C)C)=O